4-allyloxy-3,5-dimethoxyphenethylamine C(C=C)OC1=C(C=C(CCN)C=C1OC)OC